ClC1=NC=C(C=N1)[C@@H](CNC(OC(C)(C)C)=O)O tert-Butyl N-[(2S)-2-(2-chloropyrimidin-5-yl)-2-hydroxyethyl]carbamate